BrC1=C(C=C(C(=C1)OC)[N+](=O)[O-])NC(C)=O N-(2-bromo-4-methoxy-5-nitrophenyl)acetamide